C1(=CC=CC=C1)C1(NC(=CC2=C1NC1=CC=CC=C21)N)[2H] 1-phenyl-9H-pyrido[3,4-b]indol-3-amine-1-d